3-(5-(5-benzhydryl-2,5-diazabicyclo[2.2.2]octane-2-carbonyl)-4-fluoro-1-oxoisoindolin-2-yl)piperidine-2,6-dione C(C1=CC=CC=C1)(C1=CC=CC=C1)N1C2CN(C(C1)CC2)C(=O)C=2C(=C1CN(C(C1=CC2)=O)C2C(NC(CC2)=O)=O)F